[NH4+].NC(C(=O)[O-])CCP(=O)(C)O 2-amino-4-(hydroxy(methyl)phosphinyl)butanoic acid ammonium salt